5-(6-chloro-1-[[2-(trimethylsilyl)ethoxy]methyl]pyrrolo[2,3-b]pyridin-3-yl)-4-methoxy-1-[[2-(trimethylsilyl)ethoxy]methyl]-1,3-benzodiazole ClC1=CC=C2C(=N1)N(C=C2C2=C(C1=C(N(C=N1)COCC[Si](C)(C)C)C=C2)OC)COCC[Si](C)(C)C